BrC1=CC(=CC=2NC(OC21)=O)[N+](=O)[O-] 7-bromo-5-nitro-3H-1,3-benzoxazol-2-one